6-(2,7-dimethyl-2H-indazol-5-yl)-2-(piperidin-4-yl)-2,7-naphthyridin-1(2H)-one CN1N=C2C(=CC(=CC2=C1)C=1C=C2C=CN(C(C2=CN1)=O)C1CCNCC1)C